N-(4-{4-[3-(5-tert-Butyl-2-chloro-phenyl)-ureido]-3-fluoro-phenoxy}-pyridin-2-yl)-2-hydroxy-acetamide C(C)(C)(C)C=1C=CC(=C(C1)NC(NC1=C(C=C(OC2=CC(=NC=C2)NC(CO)=O)C=C1)F)=O)Cl